C1(=CC=C(C=C1)[C@H](C)N)C1=CC=CC=C1 (S)-1-([1,1'-biphenyl]-4-yl)ethan-1-amine